3-((3-chlorophenyl)sulfonamido)-N-(3-(trifluoromethyl)phenyl)benzamide ClC=1C=C(C=CC1)S(=O)(=O)NC=1C=C(C(=O)NC2=CC(=CC=C2)C(F)(F)F)C=CC1